3,6-di-n-propoxy-2,7-dimethyl-4-octenedial C(CC)OC(C(C=O)C)C=CC(C(C=O)C)OCCC